COC=1C=NC=CC1C(C1=CC=C(C#N)C=C1)OC1=CC=C2C(CCOC2=C1)=O 4-((3-methoxypyridin-4-yl)((4-oxochroman-7-yl)oxy)methyl)benzonitrile